1,1,1-trichloro-4-ethoxybut-3-en-2-one ClC(C(C=COCC)=O)(Cl)Cl